N-((4-(5-fluoropyridin-2-yl)piperidin-4-yl)methyl)-2-(trifluoromethyl)imidazo[1,2-a]pyridin-5-amine FC=1C=CC(=NC1)C1(CCNCC1)CNC1=CC=CC=2N1C=C(N2)C(F)(F)F